CN1C=NC2=C1C=C(C(=C2)C=2C=C(C=CC2)NC(C2=CC=CC=C2)=O)C(F)(F)F N-(3-(1-methyl-6-(trifluoromethyl)-1H-benzo[d]imidazol-5-yl)phenyl)benzamide